(3S,4R)-4-((5-chloro-4-(2-methyl-3H-imidazo[4,5-c]quinolin-8-yl)pyrimidin-2-yl)amino)tetrahydro-2H-pyran ClC=1C(=NC(=NC1)NC1CCOCC1)C1=CC=2C3=C(C=NC2C=C1)NC(=N3)C